C(C)OC(C1=CC=C(C=C1)N=CN(C1=CC=CC=C1)CC)=O ethyl-4-[[(ethylphenylamino)methylene] amino]benzoate